2'-deoxy-2',2'-difluoroadenosine triphosphate P(O)(=O)(OP(=O)(O)OP(=O)(O)O)OC[C@@H]1[C@H](C([C@@H](O1)N1C=NC=2C(N)=NC=NC12)(F)F)O